[N+](=O)([O-])C1=C(C=CC(=C1)[N+](=O)[O-])NN=CCCCC Valeraldehyde-2,4-dinitrophenylhydrazone